C(C)(C)C1=C(C=C(C(=C1)C)N)N 4-isopropyl-6-methyl-m-phenylenediamine